FC1=C(C=C2C=CN=C(C2=C1)OC)B1OC(C(O1)(C)C)(C)C 7-fluoro-1-methoxy-6-(4,4,5,5-tetramethyl-1,3,2-dioxaborolan-2-yl)isoquinoline